C(C)N(C1=CC=C(C=CC=O)C=C1)CC p-diethylaminocinnamaldehyde